ClC1=NC=C(C(=N1)NC1=NC2=CC=CC=C2C=N1)C(F)(F)F N-(2-chloro-5-(trifluoromethyl)pyrimidin-4-yl)quinazolin-2-amine